4-FLUORO-7-METHOXYINDOLE-3-CARBOXALDEHYDE FC1=C2C(=CNC2=C(C=C1)OC)C=O